CS(=O)(=O)NC=1C=C(C=CC1)NC(=O)C=1SC=C(C1)C(=O)NC1=CC=C(C=C1)CN1CCOCC1 N2-(3-(methylsulfonamido)phenyl)-N4-(4-(morpholinomethyl)phenyl)thiophene-2,4-dicarboxamide